4-(4-((4-(((3R,4R)-3-fluoropiperidin-4-yl)oxy)piperidin-1-yl)methyl)-2,5-dimethoxyphenyl)-2-methyl-2,7-naphthyridin-1(2H)-one F[C@@H]1CNCC[C@H]1OC1CCN(CC1)CC1=CC(=C(C=C1OC)C1=CN(C(C2=CN=CC=C12)=O)C)OC